C1(=CC=CC=C1)S(=O)(=O)CCCN 3-(phenylsulfonyl)propylamine